(1R*,2R*)-2-(2-((tert-Butyldiphenylsilyl)oxy)ethyl)cyclopentan-1-ol [Si](C1=CC=CC=C1)(C1=CC=CC=C1)(C(C)(C)C)OCC[C@@H]1[C@@H](CCC1)O |o1:20,21|